The molecule is a tryptamine derivative in which a hydroxy group attached to the same carbon as the primary amino group (the S-enantiomer). C1=CC=C2C(=C1)C(=CN2)C[C@@H](N)O